2-[(mercaptoacetoxy)methyl]-2-ethyl-1,3-propanediol bis(mercaptoacetate) SCC(=O)OCC(COC(CS)=O)(CC)COC(CS)=O